(S)-N-((1S)-1-(2,5-difluorophenyl)-2-(oxiran-2-yl)ethyl)-2-methylpropan-2-sulfinamide FC1=C(C=C(C=C1)F)[C@H](CC1OC1)N[S@@](=O)C(C)(C)C